ClC=1N=C(C(=NC1Cl)C(=O)[O-])N 5,6-dichloro-3-aminopyrazine-2-carboxylate